C(C1=CC=CC=C1)N1C2=C(SCC1=O)C=C(C=C2)C(=O)Cl 4-benzyl-3-oxo-3,4-dihydro-2H-benzo[b][1,4]thiazine-7-carbonyl chloride